F[C@H]1C[C@H](N(C1)C(CN1CCC(CC1)NC=1C=NC2=C(C=CC=C2C1)OC)=O)C#N (2S,4S)-4-fluoro-1-[2-[4-[(8-methoxy-3-quinolyl)amino]-1-piperidyl]acetyl]pyrrolidine-2-carbonitrile